NC1=NC=CC(=C1C#CC1=NC=CC=C1)OC1=C(C=C(C=C1)NC(=O)C=1C(N(C(N(C1)C(C)C)=O)C1=CC=C(C=C1)F)=O)F N-(4-(2-amino-3-(pyridin-2-ylethynyl)pyridin-4-yloxy)-3-fluorophenyl)-3-(4-fluorophenyl)-1-isopropyl-2,4-dioxo-1,2,3,4-tetrahydropyrimidine-5-carboxamide